(3-(methylsulfonyl)phenyl)phenylboronic acid CS(=O)(=O)C=1C=C(C=CC1)C1=C(C=CC=C1)B(O)O